2-(3-(1-(ethyl-sulfonyl)piperidin-4-yl)-1,2,4-oxadiazol-5-yl)anthracene-9,10-dione C(C)S(=O)(=O)N1CCC(CC1)C1=NOC(=N1)C1=CC=2C(C3=CC=CC=C3C(C2C=C1)=O)=O